CC=1NC=2N(C(C1CC1=CC3=C(OCC(N3)=O)C=C1)=O)N=C(C2N2CCCCC2)C2=CC=CC=C2 6-((5-methyl-7-oxo-2-phenyl-3-(piperidin-1-yl)-4,7-dihydropyrazolo[1,5-a]pyrimidin-6-yl)methyl)-2H-benzo[b][1,4]oxazin-3(4H)-one